5-(1-ethyl-1H-benzo[d][1,2,3]triazol-6-yl)-N-((1-fluorocyclohexyl)methyl)-7H-pyrrolo[2,3-d]pyrimidin-2-amine C(C)N1N=NC2=C1C=C(C=C2)C2=CNC=1N=C(N=CC12)NCC1(CCCCC1)F